(S)-6-(1-amino-1,3-dihydrospiro[indene-2,4'-piperidine]-1'-yl)-3-(1-(2,5-dichloropyridin-3-yl)vinyl)-1H-pyrazole N[C@@H]1C2=CC=CC=C2CC12CCN(CC2)C2=C(C=C(C(=N2)Cl)C(=C)C2=NNC=C2)Cl